5-(2-(cyclohexylamino)-4-methoxypyrrolo[2,1-f][1,2,4]triazin-5-yl)-N-methylpyrazolo[1,5-a]pyridine-3-carboxamide C1(CCCCC1)NC1=NN2C(C(=N1)OC)=C(C=C2)C2=CC=1N(C=C2)N=CC1C(=O)NC